COS(=O)(=O)[O-].C(C(=C)C)(=O)OCC[N+](C)(C)C 2-(methacryloyloxy)ethyltrimethylammonium methyl-sulfate